tert-butyl 1-(4-benzylpiperazine-1-carbonyl)-1H-pyrazole-3-carboxylate C(C1=CC=CC=C1)N1CCN(CC1)C(=O)N1N=C(C=C1)C(=O)OC(C)(C)C